BrC1=C(C=C(C=C1)S(=O)(=O)NC1=C(C=C(C(=O)OC)C=C1)OC)F methyl 4-((4-bromo-3-fluorophenyl)sulfonamido)-3-methoxybenzoate